CC1(C2=CC=CC=C2C=2C=CC(=CC12)NC1=CC=C(C=C1)C=1C=CC=2N(C3=CC=CC=C3C2C1)C1=CC=CC=C1)C dimethyl-N-(4-(9-phenyl-9H-carbazol-3-yl)phenyl)-9H-fluoren-2-amine